FC=1C=C(C=C(C1)F)[C@@H]1CCN2N1C(C1(C2)CCN(CC1)C(C1=C(C=CC(=C1)F)C)=O)=O (S)-7'-(3,5-difluorophenyl)-1-(5-fluoro-2-methylbenzoyl)dihydro-1'H,3'H,5'H-spiro[piperidine-4,2'-pyrazolo[1,2-a]pyrazol]-1'-one